C(C)C(COC(CCCCC(=O)O)=O)CCCC adipic acid (2-ethylhexyl) ester